2-methylimidazolium chloride salt [Cl-].CC=1NC=C[NH+]1